Gallium Acetylacetone C(C)(=O)CC(C)=O.[Ga]